N-isopentenyl-4'-propargyl-4-biphenylsulfonamide C(CC(=C)C)NS(=O)(=O)C1=CC=C(C=C1)C1=CC=C(C=C1)CC#C